N-{3-fluoro-4-[6-methoxy-7-(3-morpholinopropoxy)quinolin-4-yloxy]phenyl}-3-oxo-4-(3,4-difluorophenyl)-3,4-dihydropyrazine-2-carboxamide FC=1C=C(C=CC1OC1=CC=NC2=CC(=C(C=C12)OC)OCCCN1CCOCC1)NC(=O)C1=NC=CN(C1=O)C1=CC(=C(C=C1)F)F